C1(CC1)N1C=CC2=C(C=CC=C12)N1C(=C2C(N(N=CC2=C1C)C1=NC=CC=N1)=O)C 6-(1-cyclopropyl-1H-indol-4-yl)-5,7-dimethyl-2-(pyrimidin-2-yl)-2,6-dihydro-1H-pyrrolo[3,4-d]pyridazin-1-one